(2s,3s,4r,5r)-5-(6-(((6-chloropyridin-2-yl)methyl)amino)-2-(5-methoxypyridin-3-yl)-9H-purin-9-yl)-3,4-dihydroxy-N-methyltetrahydrofuran-2-carboxamide ClC1=CC=CC(=N1)CNC1=C2N=CN(C2=NC(=N1)C=1C=NC=C(C1)OC)[C@H]1[C@@H]([C@@H]([C@H](O1)C(=O)NC)O)O